N-methyl-N-[1-[2-pyrimidin-2-yl-5-(3,3,3-trifluoroprop-1-ynyl)-1,2,4-triazol-3-yl]ethyl]-3,5-bis(trifluoromethyl)benzamide CN(C(C1=CC(=CC(=C1)C(F)(F)F)C(F)(F)F)=O)C(C)C=1N(N=C(N1)C#CC(F)(F)F)C1=NC=CC=N1